BrC=1C=2C(C=3C(=NC(=NC3C1)Cl)Cl)=CN(N2)C 4-bromo-7,9-dichloro-2-methyl-2H-pyrazolo[4,3-f]quinazoline